2,6-Dinonylphenol C(CCCCCCCC)C1=C(C(=CC=C1)CCCCCCCCC)O